7-[(1R,3S,4R)-3-(benzyloxy)-4-[(benzyloxy)methyl]cyclopentyl]-5-bromo-N-[(2,4-dimethoxyphenyl)methyl]-7H-pyrrolo[2,3-d]pyrimidin-4-amine C(C1=CC=CC=C1)O[C@H]1C[C@@H](C[C@@H]1COCC1=CC=CC=C1)N1C=C(C2=C1N=CN=C2NCC2=C(C=C(C=C2)OC)OC)Br